C1(CCCC1)N1C(N(C=2C=NC(=CC21)NC2=C(C=CC=C2)OC)C)=O 1-Cyclopentyl-6-(2-methoxyphenylamino)-3-methyl-1,3-dihydro-2H-imidazo[4,5-c]pyridin-2-one